C(#N)C1=CC=C(C=C1)NC(NC=1C=C(C=CC1)C1=CC=CS1)=O 5-(3-(3-(4-cyanophenyl)ureido)phenyl)-1H-thiophene